1-[6-[5-[(6-methylpyridazin-3-yl)amino]benzimidazol-1-yl]-2-[5-(oxetan-3-yl)-3-(trifluoromethyl)-6,7-dihydro-4H-pyrazolo[4,3-c]pyridin-1-yl]-3-pyridyl]ethanone CC1=CC=C(N=N1)NC1=CC2=C(N(C=N2)C2=CC=C(C(=N2)N2N=C(C=3CN(CCC32)C3COC3)C(F)(F)F)C(C)=O)C=C1